O=C1NC(CCC1N1C(C2=CC=CC(=C2C1)NC1CCN(CC1)CCC(=O)O)=O)=O 3-(4-((2-(2,6-dioxopiperidin-3-yl)-1-oxoisoindolin-4-yl)amino)piperidin-1-yl)propanoic acid